C1(CCCCC1)OC(C1=C(C=CC=C1)O)=O.CC(C=C)=O 3-buten-2-one cyclohexyl-2-hydroxybenzoate